FC1=CC=C(CCC2(NC(=NC(=C2)N)SC)NC2=CC=C(C=C2)N2CCOCC2)C=C1 4-(4-fluorophenethyl)-2-(methylthio)-N4-(4-morpholinophenyl)pyrimidine-4,6-diamine